(1S,4R)-4-aminocyclopent-2-ene-1-carboxylic acid N[C@H]1C=C[C@H](C1)C(=O)O